Z-3-methoxy-1-[4-(trifluoromethoxy)phenyl]cyclobutanecarboxylic acid COC1CC(C1)(C(=O)O)C1=CC=C(C=C1)OC(F)(F)F